3,4-dihydro-1H-pyrrolo[2,1-c][1,4]oxazine-6,8-dicarboxylic acid C1OCCN2C1=C(C=C2C(=O)O)C(=O)O